[N+](=O)([O-])[O-].C(CCC)N1C(=NC(=C1C)C)C.[Zn+2].[N+](=O)([O-])[O-] zinc 1-butyl-trimethylimidazole nitrate